O=C1C2=C(C3=C1C=NC1=CC=C(C=C31)NC=3N=CC(=NC3)C#N)C=NC(=N2)C(F)(F)F 5-((7-oxo-9-(trifluoromethyl)-7H-pyrimido[5',4':3,4]cyclopenta[1,2-c]quinolin-2-yl)amino)pyrazine-2-carbonitrile